C(=C)Cl Vinyl chlorid